FC1=NC=CC(=C1)CCC1(C=CC(O1)=O)C 5-(2-(2-fluoropyridin-4-yl)ethyl)-5-methylfuran-2(5H)-one